(2S,4R)-4-hydroxy-1-[(2S)-2-isocyanato-3,3-dimethylbutanoyl]-N-{[4-(4-methyl-1,3-thiazol-5-yl)phenyl]methyl}pyrrolidine-2-carboxamide O[C@@H]1C[C@H](N(C1)C([C@H](C(C)(C)C)N=C=O)=O)C(=O)NCC1=CC=C(C=C1)C1=C(N=CS1)C